C(C)N1N=C(C(=C1)C(=O)OC)C(CC)=O methyl 1-ethyl-3-propanoyl-pyrazole-4-carboxylate